CCC(CO[Si](OC)OC)N 3-(aminopropyl)trimethoxysilane